N-(3-fluoro-2-(4-(pyridin-2-yloxy)piperidin-1-yl)phenyl)-4-(trifluoromethyl)benzenesulfonamide FC=1C(=C(C=CC1)NS(=O)(=O)C1=CC=C(C=C1)C(F)(F)F)N1CCC(CC1)OC1=NC=CC=C1